C(#N)C1(CC1)NS(=O)(=O)C1=CC=2N(C(=C1)N1CCN(CC1)C(C(C)C)=O)N=CC2C=2SC(=NN2)C(F)F N-(1-cyanocyclopropyl)-3-(5-(difluoromethyl)-1,3,4-thiadiazol-2-yl)-7-(4-isobutyrylpiperazin-1-yl)pyrazolo[1,5-a]pyridine-5-sulfonamide